[Si](C1=CC=CC=C1)(C1=CC=CC=C1)(C(C)(C)C)O[C@H]1C[C@H]([C@@H]2C[C@H]12)N (1R,2R,4S,5S)-4-((tert-butyldiphenylsilyl)oxy)bicyclo[3.1.0]hexan-2-amine